(E)-pyrrol-2-one N=1C(C=CC1)=O